FC1=C(C(=CC=C1)F)C1=C(C(=CC2=C1C(=NO2)N2C(N1C(=C2)C([C@@H](C1)NS(=O)(=O)C)(F)F)=O)F)F N-{(6R)-2-[4-(2,6-difluorophenyl)-5,6-difluoro-1,2-benzoxazol-3-yl]-7,7-difluoro-3-oxo-2,5,6,7-tetrahydro-3H-pyrrolo[1,2-c]imidazol-6-yl}methanesulfonamide